2-(ethylsulfonimidoyl)pyridin C(C)S(=O)(=N)C1=NC=CC=C1